The molecule is an (omega-1)-hydroxy fatty acid ascaroside that is ascr#34 in which the pro-R hydrogen that is beta to the carboxy group is replaced by a hydroxy group. It is a metabolite of the nematode Caenorhabditis elegans. It has a role as a Caenorhabditis elegans metabolite. It is an (omega-1)-hydroxy fatty acid ascaroside, a 3-hydroxy carboxylic acid and a monocarboxylic acid. It derives from an ascr#34 and a (3R,18R)-3,18-dihydroxynonadecanoic acid. It is a conjugate acid of a bhas#34(1-). C[C@H]1[C@@H](C[C@H]([C@@H](O1)O[C@H](C)CCCCCCCCCCCCCC[C@H](CC(=O)O)O)O)O